4-[3-(2-ethyl-6-methyl-anilino)imidazo[1,2-a]pyrazin-2-yl]-N-methyl-benzamide C(C)C1=C(NC2=C(N=C3N2C=CN=C3)C3=CC=C(C(=O)NC)C=C3)C(=CC=C1)C